6,7-dichloro-3-((2-hydroxypyridin-4-yl)methyl)-N-methyl-1,3,4,9-tetrahydro-[1,2,6]thiadiazino[4,3-g]indole-8-carboxamide 2,2-dioxide ClC=1C=2C(=C(NC2C2=C(C1)CN(S(N2)(=O)=O)CC2=CC(=NC=C2)O)C(=O)NC)Cl